C(#N)CC(=O)N(CC(=O)OC)C methyl N-(2-cyanoacetyl)-N-methylglycinate